The molecule is a tricarboxylic acid trianion, obtained by deprotonation of the three carboxy groups of citric acid. It has a role as a fundamental metabolite. It is a citrate anion and a tricarboxylic acid trianion. It is a conjugate base of a citrate(2-). It is a conjugate acid of a citrate(4-). C(C(=O)[O-])C(CC(=O)[O-])(C(=O)[O-])O